C(CCCCCCCC=CC=CC=CCCCC)(=O)OCCCCCCCCCCCCCCC Pentadecyl Eleostearate